methyl-n-hexylketone CC(=O)CCCCCC